diaminopimelyl-D-alanine C[C@](C(=O)CCCCC(C(=O)[C@@](C)(C(=O)O)N)(N)N)(C(=O)O)N